2-(2-amino-5-chloro-4-(hydroxymethyl)phenyl)4-cyclopropyl-1,1,1-trifluorobut-3-yn-2-ol NC1=C(C=C(C(=C1)CO)Cl)C(C(F)(F)F)(C#CC1CC1)O